C(#N)C=1C=NN2C1C(=CC(=C2)OC[C@H](C)O)C=2C=CC(=NC2)N2CC1N(C(C2)C1)C(=O)OC(C)(C)C tert-butyl 3-(5-(3-cyano-6-((S)-2-hydroxypropoxy) pyrazolo[1,5-a]pyridin-4-yl) pyridin-2-yl)-3,6-diazabicyclo[3.1.1]heptane-6-carboxylate